C(C)(C)OC(CCC\C=C/CC1C[C@H](CC1=O)O)=O (3R,Z)-7-(3-hydroxy-5-oxo-cyclopent-1-yl)-5-heptenoic acid isopropyl ester